2-(((2R,7aS)-2-fluorotetrahydro-1H-pyrrolizin-7a(5H)-yl)methoxy)-8-(6-methyl-5-(trifluoromethyl)-1H-indazol-4-yl)pyrido[4',3':4,5]thieno[2,3-d]pyrimidin-4-ol F[C@@H]1C[C@@]2(CCCN2C1)COC=1N=C(C2=C(N1)SC1=C2C=CN=C1C1=C2C=NNC2=CC(=C1C(F)(F)F)C)O